C(C)(=O)O[C@@]1([C@H](O[C@H]([C@@H]1OC(C)=O)N1C=NC=2C1=NC(=CC2Cl)Cl)COC(C(=O)OCC)(C(=O)OCC)CC2=CC=C(C=C2)N2C(NCCC2)=O)C#C diethyl 2-(((2R,3R,4R,5R)-3,4-diacetoxy-5-(5,7-dichloro-3H-imidazo[4,5-b]pyridin-3-yl)-3-ethynyltetrahydrofuran-2-yl)methoxy)-2-(4-(2-oxotetrahydropyrimidin-1(2H)-yl)benzyl)malonate